ClC=1C=C(/C=C/C=2C=CC(=C(CNC3=CC=C(C=C3)NC(C)=O)C2)O)C=CC1Cl (E)-N-(4-((5-(3,4-dichlorostyryl)-2-hydroxybenzyl)amino)phenyl)acetamide